[3-fluoro-5-(1,1,2,2,3,3,3-heptafluoropropyl)-2-pyridyl]-2-(4-methylthiazol-2-yl)sulfanyl-5-nitro-benzamide FC=1C(=NC=C(C1)C(C(C(F)(F)F)(F)F)(F)F)C=1C(=C(C(=O)N)C=C(C1)[N+](=O)[O-])SC=1SC=C(N1)C